diazo-2-fluorophenylacetic acid methyl ester COC(C(C1=C(C=CC=C1)F)=[N+]=[N-])=O